t-hexyl 2-ethylhexanoate C(C)C(C(=O)OC(C)(C)CCC)CCCC